C(CC=C)N1C=NC=C1 1-(3-buten-1-yl)-1H-imidazole